N-(tert-butyl)-4-chloro-2-(2-hydroxyethyl)-5-methylbenzenesulfonamide C(C)(C)(C)NS(=O)(=O)C1=C(C=C(C(=C1)C)Cl)CCO